NC1=NC=CC2=CC=C(C=C12)C=1C=C2C(=NN(C2=CC1)[C@H]1COCC1)COC1=C(C=CC=C1)CC(=O)O (R)-2-(2-((5-(1-aminoisoquinolin-7-yl)-1-(tetrahydrofuran-3-yl)-1H-indazol-3-yl)methoxy)phenyl)acetic acid